N1=C([CH2+]=CC=C1)S(=O)(=O)[O-].O.[Pd] palladium hydrate 3-pyridiniumsulphonate